7-cyclopentyl-N,N-dimethyl-2-((5-(4-(piperidin-4-ylmethyl)-piperazin-1-yl)pyridin-2-yl)amino)-7H-pyrrolo[2,3-d]pyrimidine-6-carboxamide C1(CCCC1)N1C(=CC2=C1N=C(N=C2)NC2=NC=C(C=C2)N2CCN(CC2)CC2CCNCC2)C(=O)N(C)C